C(C)(C)(C)C1=CC=C(C(=O)NC=2C=C3C(=NC(=NC3=CC2)C2=CC3=CC=CC=C3C=C2)NC=2C=C3CCCC3=CC2)C=C1 4-(tert-butyl)-N-(4-((2,3-dihydro-1H-indene-5-yl)amino)-2-(naphthalen-2-yl)quinazolin-6-yl)benzamide